(R) or (S)-N'-((3-(3,4-difluorophenyl)-2-(trifluoromethyl)-6,7-dihydro-5H-cyclopenta[b]pyridin-4-yl)carbamoyl)-1-ethyl-4-fluoro-1H-pyrazole-3-sulfonimidamide FC=1C=C(C=CC1F)C=1C(=C2C(=NC1C(F)(F)F)CCC2)NC(=O)N=[S@](=O)(N)C2=NN(C=C2F)CC |o1:25|